The molecule is a steroid sulfate oxoanion obtained by deprotonation of both sulfo groups of 5alpha-androstan-3alpha,17beta-diol disulfate It is a conjugate base of a 5alpha-androstane-3alpha,17beta-diol disulfate. C[C@]12CC[C@H](C[C@@H]1CC[C@@H]3[C@@H]2CC[C@]4([C@H]3CC[C@@H]4OS(=O)(=O)[O-])C)OS(=O)(=O)[O-]